4-(benzylamino)-2-(4-carbamoyl-2-methyl-1H-indol-1-yl)-N-(1,1-dioxidotetrahydrothiophen-3-yl)pyrrolo[2,1-f][1,2,4]triazine C(C1=CC=CC=C1)NC1=NC(N(N2C1=CC=C2)C2CS(CC2)(=O)=O)N2C(=CC1=C(C=CC=C21)C(N)=O)C